C=C1CC(OCC1)CC=C(C)C TETRAHYDRO-4-METHYLENE-2-PRENYL-2H-PYRAN